tert-Butyl 4-(((6-(cyclopropyl(4-(trifluoromethyl)benzyl)amino)-5-fluoropyrimidin-4-yl)amino)methyl)-4-(4-methyl-5-thioxo-4,5-dihydro-1H-1,2,4-triazol-3-yl)piperidine-1-carboxylate C1(CC1)N(C1=C(C(=NC=N1)NCC1(CCN(CC1)C(=O)OC(C)(C)C)C1=NNC(N1C)=S)F)CC1=CC=C(C=C1)C(F)(F)F